O=C1NC(CCC1N1C(C2=CC=CC(=C2C1=O)OCC(=O)O)=O)=O 2-[2-(2,6-dioxo-3-piperidinyl)-1,3-dioxo-isoindolin-4-yl]oxyacetic acid